tert-butyl ((2S,3R)-3-(cyclohexylmethoxy)-1-((2,4-difluorophenyl)sulfonamido)-1-oxobutan-2-yl)carbamate C1(CCCCC1)CO[C@@H]([C@@H](C(=O)NS(=O)(=O)C1=C(C=C(C=C1)F)F)NC(OC(C)(C)C)=O)C